FC1(CC12CNC2)F 1,1-difluoro-5-azaspiro[2.3]hexane